5-benzyl-N-(4-(3-(3-methoxypropoxy)-2-methylphenyl)pyridin-2-yl)-4H-1,2,4-triazole-3-carboxamide C(C1=CC=CC=C1)C=1NC(=NN1)C(=O)NC1=NC=CC(=C1)C1=C(C(=CC=C1)OCCCOC)C